1-(9Z-pentadecenoyl)-2-(9Z,12Z-octadecadienoyl)-glycero-3-phosphoserine CCCCC/C=C\CCCCCCCC(=O)OC[C@H](COP(=O)(O)OC[C@@H](C(=O)O)N)OC(=O)CCCCCCC/C=C\C/C=C\CCCCC